phenyl-propionyl-benzylamine C1(=CC=CC=C1)N(CC1=CC=CC=C1)C(CC)=O